Br[C@@H](C(=O)OC)C1=CC=CC=C1 |r| (2RS)-methyl 2-bromo-2-phenylacetate